CC(CC=1NN=C2NC=3CC(CC(C3[C@@](C21)(C2=CC=CC=C2)C)=O)(C)C)(C)C (4R)-3-(2,2-dimethylpropyl)-4,7,7-trimethyl-4-phenyl-2,6,8,9-tetrahydropyrazolo[3,4-b]quinolin-5-one